CN1N=C(C=C1C#N)C(C)=O methyl-3-acetyl-1H-pyrazole-5-carbonitrile